[Cl-].N1=C(C=CC=C1)C(C)N.[Zn+2].[Cl-] zinc 1-(pyridin-2-yl)ethan-1-amine chloride